(S)-N-((R)-1-(6-(2,4-dioxoimidazolidin-1-yl)pyridin-3-yl)-3-(4-hydroxypiperidin-1-yl)propyl)-4,7-difluoro-7-isopropyl-5,6,7,8-tetrahydroacridine-2-carboxamide O=C1N(CC(N1)=O)C1=CC=C(C=N1)[C@@H](CCN1CCC(CC1)O)NC(=O)C1=CC2=CC=3C[C@@](CCC3N=C2C(=C1)F)(C(C)C)F